C(C)(C)C1CC(=CC(C1CO)C)C (6-isopropyl-2,4-dimethylcyclohex-3-en-1-yl)methanol